N-Boc-amino alcohol C(=O)(OC(C)(C)C)NO